FC(CN1N=NC2=C1C=C(C=C2)C2=CNC=1N=C(N=CC12)NC1C[C@@H]2[C@@H](CN(C2)C(C)=O)C1)F 1-((3aR,5r,6aS)-5-((5-(1-(2,2-difluoroethyl)-1H-benzo[d][1,2,3]triazol-6-yl)-7H-pyrrolo[2,3-d]pyrimidin-2-yl)amino)hexahydrocyclopenta[c]pyrrol-2(1H)-yl)ethan-1-one